C(C)(C)(C)OC(N(CCN(C)C)C1=C(C=C(C=C1)[N+](=O)[O-])N(C(C)=O)C(=O)OC(C)(C)C)=O tert-butyl(2-(N-(tert-butoxycarbonyl)acetamido)-4-nitrophenyl)(2-(dimethylamino)ethyl)carbamate